FC(C=1C=C(C=C(C1)C(F)(F)F)P([C@H](C)[C-]1C(=CC=C1)C1=C(C=CC=C1)P(C1=CC=CC=C1)C1=CC=CC=C1)C1=CC(=CC(=C1)C(F)(F)F)C(F)(F)F)(F)F.[CH-]1C=CC=C1.[Fe+2] (R)-1-[(R)-1-[bis[3,5-bis(trifluoromethyl)phenyl]phosphino]ethyl]-2-[2-(diphenylphosphino)phenyl]ferrocene